4-oxo-1,4-dihydropyridineamide O=C1C=C(NC=C1)C(=O)N